(1S,3R,5R)-3-((6-chloropyridazin-3-yl)(methyl)amino)-6,6-difluoro-8-azabicyclo[3.2.1]octane-8-carboxylic acid tert-butyl ester C(C)(C)(C)OC(=O)N1[C@H]2C[C@H](C[C@@H]1C(C2)(F)F)N(C)C=2N=NC(=CC2)Cl